Tert-butyl (1R,5S)-3-(7-((S)-2-((tert-butoxycarbonyl)amino)-3-cyano-7-fluorobenzo[b]thiophen-4-yl)-6-chloro-2,8-difluoroquinazolin-4-yl)-3,8-diazabicyclo[3.2.1]octane-8-carboxylate C(C)(C)(C)OC(=O)NC1=C(C2=C(S1)C(=CC=C2C2=C(C=C1C(=NC(=NC1=C2F)F)N2C[C@H]1CC[C@@H](C2)N1C(=O)OC(C)(C)C)Cl)F)C#N